(R)-tert-butyl 4-(3-(3-chloro-4-(dimethylcarbamoyl)phenylamino) pyrrolidin-1-yl)piperidine-1-carboxylate ClC=1C=C(C=CC1C(N(C)C)=O)N[C@H]1CN(CC1)C1CCN(CC1)C(=O)OC(C)(C)C